CNC1=NC2=CC=C(C=C2C(=N1)N1CCC2(CCNCC2)CC1)CC(F)(F)F 9-(2-(methylamino)-6-(2,2,2-trifluoroethyl)quinazolin-4-yl)-3,9-diazaspiro[5.5]undecan